NCC1CCC(CC1)C(N[C@H](C(NCCCC[C@H](NC(N[C@@H](CCC(=O)OC(C)(C)C)C(=O)OC(C)(C)C)=O)C(=O)OC(C)(C)C)=O)CC=1N=CC2=CC=CC=C2C1)=O tri-tert-butyl (3S,10S,14S)-1-[(1r,4S)-4-(aminomethyl)cyclohexyl]-3-[(isoquinolin-3-yl)methyl]-1,4,12-trioxo-2,5,11,13-tetraazahexadecane-10,14,16-tricarboxylate